5,5'-((2-azido-2-(((2,2-dimethyl-1,3-dioxan-5-yl)oxy)methyl)propane-1,3-diyl)bis(oxy))bis(2,2-dimethyl-1,3-dioxane) N(=[N+]=[N-])C(COC1COC(OC1)(C)C)(COC1COC(OC1)(C)C)COC1COC(OC1)(C)C